(R)-1-azido-2-fluoropropane N(=[N+]=[N-])C[C@@H](C)F